2,7-bis(2,6-diisopropylphenyl)benzo[lmn][3,8]phenanthroline-1,3,6,8(2h,7h)-tetraone C(C)(C)C1=C(C(=CC=C1)C(C)C)N1C(C=2C=CC=3C(N(C(C=4C3C2C(C1=O)=CC4)=O)C4=C(C=CC=C4C(C)C)C(C)C)=O)=O